COC1=CC=C(C(=N1)C)C1=CC2=C(O[C@]3(CN(CC3)C#N)C(N2)=O)N=C1 (R)-7-(6-methoxy-2-methylpyridin-3-yl)-2-oxo-1,2-dihydrospiro[pyrido[2,3-b][1,4]oxazine-3,3'-pyrrolidine]-1'-carbonitrile